(S)-8-(2-(2-fluorobenzyl)-7-oxo-2,4,5,7-tetrahydro-6H-pyrazolo[3,4-c]pyridin-6-yl)-2,10-dimethyl-7,8-dihydrothiazolo[5',4':3,4]benzo[1,2-b][1,4]oxazepine-9(10H)-one FC1=C(CN2N=C3C(N(CCC3=C2)[C@@H]2C(N(C=3C(OC2)=CC=C2C3SC(=N2)C)C)=O)=O)C=CC=C1